FC(C=1C=C(C=C(C1)C(F)(F)F)C=1NC(OC1)=O)(F)F 4-(3,5-bis(trifluoromethyl)phenyl)oxazol-2(3H)-one